(R)-5-(methoxy-d3)-3-(pyrrolidin-2-ylmethyl-d2)-1H-indole C(OC=1C=C2C(=CNC2=CC1)C([2H])([2H])[C@@H]1NCCC1)([2H])([2H])[2H]